C(C1=CC=CC=C1)(C1=CC=CC=C1)(C1=CC=CC=C1)NS(=O)(=N)C=1C=NN2C1OCC2 N-trityl-2,3-dihydropyrazolo[5,1-b]oxazole-7-sulfonimidamid